ClCCC(=O)NC1=CC(=C(C=C1)F)OC 3-chloro-N-(4-fluoro-3-methoxyphenyl)propanamide